IC1=CC(=C(C=C1OC)CCNCC1=C(C=CC=C1)OC)OC 2-(4-iodo-2,5-dimethoxyphenyl)-N-[(2-methoxyphenyl)methyl]-ethylamine